12-Oxabicyclo-[6.3.1]dodec-8-en C12CCCCCCC(=CCC1)O2